FC=1C(=C2C(=NC(=NN2C1)NC1CCC2(CC2)CC1)OC)C=1C=CC=2N(C1)C(=CN2)C(=O)NC 6-(6-fluoro-4-methoxy-2-(spiro[2.5]octan-6-ylamino)pyrrolo[2,1-f][1,2,4]triazin-5-yl)-N-methylimidazo[1,2-a]pyridine-3-carboxamide